C1(CCC1)N1N=C(C(=C1)OC[C@H]1[C@@H](COC1)N)C (3S,4S)-4-(((1-cyclobutyl-3-methyl-1H-pyrazol-4-yl)oxy)methyl)tetrahydrofuran-3-amine